CC(C[C@H]1[C@@H](C[C@H]2N(CCC3=CC(=C(C=C23)OC)OCC#N)C1)O)(C)C 2-{[(2R,3R,11bR)-3-(2,2-dimethylpropyl)-2-hydroxy-10-methoxy-1H,2H,3H,4H,6H,7H,11bH-pyrido[2,1-a]isoquinolin-9-yl]oxy}acetonitrile